NC1CC(C1)OC1=C(C(=CC=C1)F)C1=CC(=NN1)NC=1N=CC(=NC1)C#N 5-((5-(2-((1r,3r)-3-aminocyclobutoxy)-6-fluorophenyl)-1H-pyrazol-3-yl)amino)pyrazine-2-carbonitrile